6-(Difluoromethyl)-3-(4-(6-(4-(methylsulfonyl)piperazin-1-yl)pyridin-2-yl)pyrimidin-2-yl)imidazo[1,2-a]pyrazine FC(C=1N=CC=2N(C1)C(=CN2)C2=NC=CC(=N2)C2=NC(=CC=C2)N2CCN(CC2)S(=O)(=O)C)F